FC1=C(C=CC(=C1)[N+](=O)[O-])C=1CCN(CC1)C(CC1(CCN(CC1)C(=O)[O-])O)=O 4-(2-(4-(2-fluoro-4-nitrophenyl)-3,6-dihydropyridin-1(2H)-yl)-2-oxoethyl)-4-hydroxypiperidine-1-carboxylate